N-(3,3-difluorocyclobutyl)-5-(piperidin-1-yl)pentanamide FC1(CC(C1)NC(CCCCN1CCCCC1)=O)F